2-[5-[(3R)-3-amino-5,5,7-trifluoro-2-oxo-1-[[6-[4-(trifluoromethyl)phenyl]-3-pyridyl]methyl]-3,4-dihydro-1-benzazepin-8-yl]-1,3,4-oxadiazol-2-yl]-2-methyl-propanenitrile N[C@H]1C(N(C2=C(C(C1)(F)F)C=C(C(=C2)C2=NN=C(O2)C(C#N)(C)C)F)CC=2C=NC(=CC2)C2=CC=C(C=C2)C(F)(F)F)=O